[Cl-].C(C1=CC=CC=C1)[P+](N(C)C)(C1=CC=CC=C1)C1=CC=CC=C1 benzyldiphenyl-(dimethylamino)phosphonium chloride